5-[3-fluoro-4-(6-fluoropyridin-3-yl)phenyl]-3,6-dihydro-2H-1,3,4-oxadiazin-2-one FC=1C=C(C=CC1C=1C=NC(=CC1)F)C1=NNC(OC1)=O